N-(1-(3,5-dichloropyridin-2-yl)ethyl)-6-fluoro-2-(methylsulfonyl)benzo[d]thiazol-7-amine ClC=1C(=NC=C(C1)Cl)C(C)NC1=C(C=CC=2N=C(SC21)S(=O)(=O)C)F